(Z)-1-(2-chloro-4-(1-(4-(trifluoromethoxy)phenyl)-1H-1,2,4-triazol-3-yl)phenyl)-3-(3-(5-methyl-2-(trifluoromethyl)phenyl)-4-oxothiazolidin-2-ylidene)urea ClC1=C(C=CC(=C1)C1=NN(C=N1)C1=CC=C(C=C1)OC(F)(F)F)NC(=O)\N=C\1/SCC(N1C1=C(C=CC(=C1)C)C(F)(F)F)=O